FC1=C(NC=2C3=C(N=CN2)C=CC(=N3)N3CC2(CCN2C(=O)OC(C)(C)C)C3)C=CC=C1F tert-butyl 6-[4-(2,3-difluoroanilino)pyrido[3,2-d]pyrimidin-6-yl]-1,6-diazaspiro[3.3]heptane-1-carboxylate